4-carbamoyl-4-[4-(2-morpholin-4-ylmethyl-benzyloxy)-1-oxo-1,3-dihydro-isoindol-2-yl]-butyric acid methyl ester COC(CCC(N1C(C2=CC=CC(=C2C1)OCC1=C(C=CC=C1)CN1CCOCC1)=O)C(N)=O)=O